(±)-trans-N-[8-amino-6-(4-ethoxy-3-pyridyl)-2,7-naphthyridin-3-yl]-2-cyano-Cyclopropanecarboxamide NC=1N=C(C=C2C=C(N=CC12)NC(=O)[C@H]1[C@@H](C1)C#N)C=1C=NC=CC1OCC |r|